C(C)(=O)C1CCN(CC1)CC1=C(C2=C(C=CC(=NO2)O)C=C1)O 8-((4-acetylpiperidin-1-yl)methyl)-3,9-dihydroxybenzo[5,6]oxazepin